N1(CCOCC1)C=1C(C(C1NCC1=CC=C(C=C1)C1=NOC(=N1)C(F)(F)F)=O)=O 3-morpholinyl-4-((4-(5-(trifluoromethyl)-1,2,4-oxadiazol-3-yl)benzyl)amino)cyclobut-3-ene-1,2-dione